(S or R)-6-fluoro-2-(3-(2-(5-fluorothiophen-2-yl)ethyl)-1-(2-(6-methylpyridin-3-yl)propan-2-yl)pyrrolidin-3-yl)-1H-benzo[d]imidazole FC=1C=CC2=C(NC(=N2)[C@@]2(CN(CC2)C(C)(C)C=2C=NC(=CC2)C)CCC=2SC(=CC2)F)C1 |o1:9|